O1CCC(CC1)NCCCC1=C2N(C(N1)=S)C[C@H](C2)C2=C(C(=CC=C2F)F)F (R)-1-(3-((tetrahydro-2H-pyran-4-yl)amino)propyl)-6-(2,3,6-trifluorophenyl)-2,5,6,7-tetrahydro-3H-pyrrolo[1,2-c]imidazole-3-thione